[Cl-].CC1=C(C(=CC(=C1)C)C)N1C=[NH+]CC1 (2,4,6-trimethylphenyl)-4,5-dihydro-1H-imidazolium chloride